C(C)OC1=CN=CC(=N1)C=1C=CC(=NC1)NC(=O)C1(CCOCC1)C1=NC(=NC=C1)NS(=O)(=O)C N-(5-(6-ETHOXYPYRAZIN-2-YL)PYRIDIN-2-YL)-4-(2-(METHYLSULFONAMIDO)PYRIMIDIN-4-YL)TETRAHYDRO-2H-PYRAN-4-CARBOXAMID